2-(2-hydroxy-4-methoxyphenyl)-2H-benzotriazole-5-carboxylic acid-2-methacryloyloxyethyl ester C(C(=C)C)(=O)OCCOC(=O)C1=CC=2C(=NN(N2)C2=C(C=C(C=C2)OC)O)C=C1